ethyl [4-({4-[({2-[methyl(methylsulfonyl)amino] pyridin-3-yl}methyl)amino]-5-(trifluoromethyl)pyrimidin-2-yl}amino)phenyl]acetate CN(C1=NC=CC=C1CNC1=NC(=NC=C1C(F)(F)F)NC1=CC=C(C=C1)CC(=O)OCC)S(=O)(=O)C